BrC1=C(SC(=C1F)CC(C)C)S(=O)(=O)NC(C)(C)C 3-bromo-N-(tert-butyl)-4-fluoro-5-isobutylthiophene-2-sulfonamide